C1(CCCCC1)C1=NN(C(=C1O)C)C 3-Cyclohexyl-1,5-dimethyl-1H-pyrazole-4-ol